C(C1=CC=CC=C1)(=O)C1=CC(=NC=C1)C=1N(C(N2C1CN(CC2)C(C2=CC(=C(C=C2)Br)Cl)=O)=O)C2=CC=C(C=C2)OC 1-(4-benzoyl-2-pyridyl)-7-(4-bromo-3-chloro-benzoyl)-2-(4-methoxyphenyl)-6,8-dihydro-5H-imidazo[1,5-a]pyrazin-3-one